C1C(C(O)(C)CCC=C(C)C)O1 E-Linalool oxide